O1CCN(CC1)C(=O)C=1N=NC(=CC1)NC1C[C@@H]2[C@@H](CN(C2)CC2CCOCC2)C1 morpholino(6-(((3aR,5s,6aS)-2-((tetrahydro-2H-pyran-4-yl)methyl)octahydrocyclopenta[c]pyrrol-5-yl)amino)pyridazin-3-yl)methanone